benzyl-[2-[(2,6-dimethylphenyl)amino]-2-oxoethyl]-diethylammonium C(C1=CC=CC=C1)[N+](CC)(CC)CC(=O)NC1=C(C=CC=C1C)C